(3S,4S)-1-(2-(((S)-2-decanamido-3-(hexylamino)-3-oxopropyl)amino)benzo[d]oxazole-5-carbonyl)-N3,N4-bis((1S,2R)-2-phenylcyclopropyl)pyrrolidine-3,4-dicarboxamide C(CCCCCCCCC)(=O)N[C@@H](CNC=1OC2=C(N1)C=C(C=C2)C(=O)N2C[C@H]([C@@H](C2)C(=O)N[C@@H]2[C@H](C2)C2=CC=CC=C2)C(=O)N[C@@H]2[C@H](C2)C2=CC=CC=C2)C(=O)NCCCCCC